N4-cyclopropyl-5-fluoro-N6-[[4-(methylsulfonylmethyl)phenyl]methyl]-N4-[[4-(trifluoromethyl)phenyl]methyl]pyrimidine-4,6-diamine C1(CC1)N(C1=NC=NC(=C1F)NCC1=CC=C(C=C1)CS(=O)(=O)C)CC1=CC=C(C=C1)C(F)(F)F